9-isopropyl-3-(2-methylpyrazolo[1,5-a]pyrimidin-7-yl)-9H-carbazole C(C)(C)N1C2=CC=CC=C2C=2C=C(C=CC12)C1=CC=NC=2N1N=C(C2)C